ClC1=C(C=C(C=C1)F)C1NC(C2=CC(=CC(=C12)NC(C1=CC(=CC(=C1)C(F)(F)F)F)=O)C=1SC=CN1)C(F)(F)F N-(3-(2-chloro-5-fluorophenyl)-6-(thiazol-2-yl)-1-(trifluoromethyl)isoindolin-4-yl)-3-fluoro-5-(trifluoromethyl)benzamide